N-2-Hydroxyethylacrylamide OCCNC(C=C)=O